(4-chlorophenyl)-N-(cyclopropylmethyl)-2-(pyridin-3-yl)pyrimidin-4-amine ClC1=CC=C(C=C1)C=1C(=NC(=NC1)C=1C=NC=CC1)NCC1CC1